N4-(1-(tert-Butylsulfonyl)-4-fluoroindolin-6-yl)-N2-(3-fluoro-4-(1-methylpiperidin-4-yl)phenyl)-5-methylpyrimidine-2,4-diamine C(C)(C)(C)S(=O)(=O)N1CCC2=C(C=C(C=C12)NC1=NC(=NC=C1C)NC1=CC(=C(C=C1)C1CCN(CC1)C)F)F